C(C1=CC=CC=C1)OC1=CC=C(C=C1)C=1NC=C(N1)C(F)(F)F 2-(4-(benzyloxy)phenyl)-4-(trifluoromethyl)-1H-imidazole